N1N=CC=CC2=C1C=CC=C2 AZA-BENZAZEPINE